BrC1=CC(=NC=C1)NC(C=CN1CCN(CC1)C)=O N-(4-bromopyridin-2-yl)-3-(4-methylpiperazin-1-yl)propenamide